C(=O)(O)C1=CC=C(C=C1)[C@H](C)NC(=O)[C@@H]1N(CCC1)CC=1C=C(C=CC1)C1=C(C=C(C=C1)C(=O)O)C 3'-(((R)-2-(((S)-1-(4-carboxyphenyl)ethyl)carbamoyl)pyrrolidin-1-yl)methyl)-2-methyl-[1,1'-biphenyl]-4-carboxylic acid